N1=CC=CC2=CC=CC(=C12)C(=O)[O-] quinoline-8-carboxylate